ClC=1C=NC(=C(C(=O)NC2CCC(CC2)CN2C(N(C3=C2C=CC=C3)C=3C=NC(=CC3)N3CCOCC3)=O)C1)C(F)F 5-chloro-2-(difluoromethyl)-N-((1r,4r)-4-((3-(6-morpholino-pyridin-3-yl)-2-oxo-2,3-dihydro-1H-benzo[d]imidazol-1-yl)methyl)cyclohexyl)nicotinamide